tert-butyliminodimethyl-(diethylamine) tantalum [Ta].C(C)(C)(C)N=CC(CNCC)C